(S)-{8-fluoro-2-[4-(3-methoxyphenyl)piperazin-1-yl]-3-[2-methoxy-5-(trifluoromethyl)phenyl]-3,4-dihydroquinazolin-4-yl}acetic acid methyl ester COC(C[C@@H]1N(C(=NC2=C(C=CC=C12)F)N1CCN(CC1)C1=CC(=CC=C1)OC)C1=C(C=CC(=C1)C(F)(F)F)OC)=O